COC1CC(C1)(O)C1=CC2=C(N=C(N=C2)C2=CC=3C(N=C2)=NN(C3)C)S1 trans-3-methoxy-1-(2-(2-methyl-2H-pyrazolo[3,4-b]pyridin-5-yl)thieno[2,3-d]pyrimidin-6-yl)cyclobutan-1-ol